C(C1=CC=CC=C1)OC1=C(C(=C(C=C1)CC(=O)NC(CC1=CC=CC(=C1OC)OCC1=CC=CC=C1)([2H])[2H])CO)OC 2-(4-(benzyloxy)-2-(hydroxymethyl)-3-methoxyphenyl)-N-(2-(4-(benzyloxy)-3-methoxybenzene-2-Yl)ethyl-1,1-d)acetamide